4-(2-((tert-butyldimethylsilyl)oxy)ethyl)piperazin-2-one [Si](C)(C)(C(C)(C)C)OCCN1CC(NCC1)=O